C(C1=CC=CC=C1)O[C@H]1C[C@@H](N(C1)C(=O)OC(C)(C)C)COC1=C(C(=CC(=C1)C)O[C@@H](C=O)C)C(=O)OC tert-butyl (2R,4S)-4-(benzyloxy)-2-((2-(methoxycarbonyl)-5-methyl-3-(((R)-1-oxopropane-2-yl)oxy)phenoxy)methyl)pyrrolidine-1-carboxylate